C(CCCCC(=O)OC1=C(C(=CC(=C1F)F)F)F)(=O)OC1=C(C(=CC(=C1F)F)F)F Bis(2,3,5,6-tetrafluorophenyl) adipate